3-((3R,5S)-3-((5-(5-(fluoromethyl)thiazol-2-yl)-1H-pyrrolo[2,3-b]pyridin-4-yl)amino)-5-methylpiperidin-1-yl)-3-oxopropanenitrile FCC1=CN=C(S1)C=1C(=C2C(=NC1)NC=C2)N[C@H]2CN(C[C@H](C2)C)C(CC#N)=O